C(C1=CC=CC=C1)N1CC2C(CC1)=NN(C2=O)CC2=CC=C(C=C2)Cl 5-benzyl-2-(4-chlorobenzyl)-2,3a,4,5,6,7-hexahydro-3H-pyrazolo[4,3-c]pyridin-3-one